NCC1=CC(=C(C=C1F)S(=O)(=O)N(C1=NC=NS1)CC1=C(C=C(C=C1)OC)OC)F 4-(aminomethyl)-N-(2,4-dimethoxybenzyl)-2,5-difluoro-N-(1,2,4-thiadiazol-5-yl)-benzenesulfonamide